(methylsulfonylamino)piperidine-1-carboxamide tert-butyl-7-((6,6-difluorobicyclo[3.1.0]hexan-3-yl)amino)-3,4-dihydroisoquinoline-2(1H)-carboxylate C(C)(C)(C)OC(=O)N1CC2=CC(=CC=C2CC1)NC1CC2C(C2C1)(F)F.CS(=O)(=O)NC1N(CCCC1)C(=O)N